2-(4-methoxy-phenyl)-4,6-bis-trichloromethyl-[1,3,5]triazine COC1=CC=C(C=C1)C1=NC(=NC(=N1)C(Cl)(Cl)Cl)C(Cl)(Cl)Cl